C(CCCCCCCC(=O)OCCCCCC(C)C)(=O)OCCCCCC(C)C diisooctyl azelate